N-cyclopropyl-N-(2-cyclopropyl-5-fluorobenzyl)-3-(difluoromethyl)-5-fluoro-1H-pyrazole-4-carboxamide C1(CC1)N(C(=O)C=1C(=NNC1F)C(F)F)CC1=C(C=CC(=C1)F)C1CC1